NC1=NC(=NC(=N1)C1=CC=CC=C1)NC=1C=C(C(=O)NC2=CC=C3C(=CN(C3=C2)C)C=2C=NC(=CC2)OCC)C=CC1C 3-((4-Amino-6-phenyl-1,3,5-triazin-2-yl)amino)-N-(3-(6-ethoxypyridin-3-yl)-1-methyl-1H-indol-6-yl)-4-methylbenzamide